Racemic-4-(difluoromethyl)-5-fluoro-N-(8-fluoro-6-oxo-1,4,5,6-tetrahydro-2H-pyrano[3,4-c]isoquinolin-1-yl)-N-methyl-1H-indole-2-carboxamide FC(C1=C2C=C(NC2=CC=C1F)C(=O)N(C)[C@H]1COCC=2NC(C=3C=C(C=CC3C21)F)=O)F |r|